benzyloxycarbonyl (2S)-2-[(4-fluoro-2-amino-anilino) methyl]-4-fluoropyrrolidine-1-carboxylate FC1=CC(=C(NC[C@H]2N(CC(C2)F)C(=O)OC(=O)OCC2=CC=CC=C2)C=C1)N